4-(1-(2-Chloro-4-((((1R,2S)-2-hydroxycyclohexyl)amino)methyl)phenyl)-1H-pyrazol-4-yl)-2-((1-(methylsulfonyl)piperidin-4-yl)amino)pyrimidine-5-carbonitrile ClC1=C(C=CC(=C1)CN[C@H]1[C@H](CCCC1)O)N1N=CC(=C1)C1=NC(=NC=C1C#N)NC1CCN(CC1)S(=O)(=O)C